ethyl 2-(6-(tetrahydro-2H-pyran-4-yl)pyridin-2-yl)acetate O1CCC(CC1)C1=CC=CC(=N1)CC(=O)OCC